OC(=O)C(F)(F)F.N[C@H]1CN(CC1)C1=NC(=NC2=CC(=CC=C12)NC)N1CCN(CC1)C (R)-4-(3-aminopyrrolidin-1-yl)-N-methyl-2-(4-methylpiperazin-1-yl)quinazolin-7-amine TFA salt